2-(4-cyano-3-fluoro-6-(2-fluoropyridin-4-yl)-2-isopropylphenyl)acetic acid tert-butyl ester C(C)(C)(C)OC(CC1=C(C(=C(C=C1C1=CC(=NC=C1)F)C#N)F)C(C)C)=O